C(CCCCCCCCCCCCCCCCC(=O)[O-])(=O)[O-].[Cu+2] copper octadecanedioate